2-amino-6-{[(p-iodobenzyloxy)carbonyl]amino}hexanoic acid NC(C(=O)O)CCCCNC(=O)OCC1=CC=C(C=C1)I